FC=1C=CC(=C(C1)C#CC=1C(=CC(=NC1)C(=O)O)C)NS(=O)(=O)C=1C(=CC=C2C=CC=NC12)C 5-{2-[5-fluoro-2-(7-methylquinoline-8-sulfonamido)phenyl]ethynyl}-4-methylpyridine-2-carboxylic acid